1-[2-(5-{1-[(6,7-dimethoxy-2-methylquinazolin-4-yl)amino]ethyl}thiophen-2-yl)benzyl]pyrrolidin-3-ol COC=1C=C2C(=NC(=NC2=CC1OC)C)NC(C)C1=CC=C(S1)C1=C(CN2CC(CC2)O)C=CC=C1